ClC1=CC(=NC(=N1)C(F)F)N1[C@@H](C(C1)=O)C (R)-1-(6-chloro-2-(difluoromethyl)pyrimidin-4-yl)-2-methylazetidin-3-one